(R)-6-(4-fluorophenyl)-4-hydroxy-1-(2-(3-methylmorpholino)ethyl)-2-oxo-N-(spiro[2.3]hexan-5-yl)-1,2-dihydro-1,8-naphthyridine-3-carboxamide FC1=CC=C(C=C1)C=1C=C2C(=C(C(N(C2=NC1)CCN1[C@@H](COCC1)C)=O)C(=O)NC1CC2(CC2)C1)O